N-[6-(4-methanesulfonylphenyl)pyridin-2-yl]-4-methylfuran-3-carboxamide CS(=O)(=O)C1=CC=C(C=C1)C1=CC=CC(=N1)NC(=O)C1=COC=C1C